CC1=CC=C(C=N1)OCCN(CC[C@@H](C(=O)O)NC1=NC(=CN=C1)C1=CC=NC=C1)CCCCC1=NC=2NCCCC2C=C1 (S)-4-((2-((6-methylpyridin-3-yl)oxy)ethyl)(4-(5,6,7,8-tetrahydro-1,8-naphthyridin-2-yl)butyl)amino)-2-((6-(pyridin-4-yl)pyrazin-2-yl)amino)butanoic acid